COC(=O)[C@H]1N(C[C@@H](CC1)N(OCC1=CC=CC=C1)S(=O)(=O)C1=CC=CC=C1)C(=O)OC(C)(C)C (2S,5R)-1-(tert-butyloxycarbonyl)-5-(N-phenylmethyloxy-benzenesulfonylamino)-piperidine-2-carboxylic acid methyl ester